NC=1N=CC(=NC1C)C#CC=1C(=C(C=CC1F)NS(=O)(=O)C1=C(C=CC(=C1)Cl)C)F N-(3-((5-amino-6-methylpyrazin-2-yl)ethynyl)-2,4-difluorophenyl)-5-chloro-2-methylbenzenesulfonamide